ClC=1C=C(C=CC1OC)C=1C=C(C(NC1C(F)(F)F)=O)C(=O)N 5-(3-Chloro-4-methoxyphenyl)-2-oxo-6-(trifluoromethyl)-1,2-dihydropyridine-3-carboxamide